BrC1=C(C=C(C=C1)C(C(=O)OCC)(F)F)F ethyl 2-(4-bromo-3-fluorophenyl)-2,2-difluoroacetate